methyl 3-(2-thiophenylthio)-butyrate S1C(=CC=C1)SC(CC(=O)OC)C